titanium bis(ethylene) C=C.C=C.[Ti]